(dibenzo[b,d]furan-3-yl-d7)boronic acid C=1(C(=C(C(=C2OC3=C(C21)C(=C(C(=C3[2H])[2H])[2H])[2H])[2H])B(O)O)[2H])[2H]